tert-Butyl 4,4-difluoro-5-((tetrahydro-2H-pyran-2-yl)oxy)pentanoate FC(CCC(=O)OC(C)(C)C)(COC1OCCCC1)F